C1(=CC=CC=C1)N1C(NCC1)=O 3-phenylimidazoline-2-one